C(C)(C)C1=C(N=NC=C1)O[C@@H]1C[C@@H](CC1)C1=NNC(=C1)NC1=NC=CC2=C1SC(=N2)COC |o1:10,12| rel-N-(3-((1R,3S)-3-((4-isopropylpyridazin-3-yl)oxy)cyclopentyl)-1H-pyrazol-5-yl)-2-(methoxymethyl)thiazolo[5,4-c]pyridin-4-amine